ethyl (S)-5-(2,4-difluorophenyl)-2-(fluoromethyl)-3,4-dihydro-2H-pyrano[2,3-b]pyridine-7-carboxylate FC1=C(C=CC(=C1)F)C1=C2C(=NC(=C1)C(=O)OCC)O[C@@H](CC2)CF